4-[(5-chloro-4-methyl-2-sulfonatophenyl)azo]-3-hydroxy-2-naphthoate ClC=1C(=CC(=C(C1)N=NC1=C(C(=CC2=CC=CC=C12)C(=O)[O-])O)S(=O)(=O)[O-])C